NC1=NC(=NC(=N1)CCN1C(=NC=C1)C)N diamino-6-[2-(2-methyl-1-imidazolyl)ethyl]-1,3,5-triazine